11-Hydroxy-6-methyl-3-(methylsulfonyl)-6,11-dihydrodibenzo[c,f][1,2]thiazepine 5,5-dioxide OC1C2=C(N(S(C3=C1C=CC(=C3)S(=O)(=O)C)(=O)=O)C)C=CC=C2